C1(CC1)N1N=C(C(=C1)OC1=CC=NC2=CC(=C(C=C12)C(=O)N)OC)C1CCOCC1 4-((1-cyclopropyl-3-(tetrahydro-2H-pyran-4-yl)-1H-pyrazol-4-yl)oxy)-7-methoxyquinoline-6-carboxamide